[4-([(1S,2S)-6-chloro-4-cyano-2-(piperazin-1-yl)-2,3-dihydro-1H-inden-1-yl]oxy)phenyl]sulfonamide ClC1=CC(=C2C[C@@H]([C@H](C2=C1)OC1=CC=C(C=C1)S(=O)(=O)N)N1CCNCC1)C#N